C(C1=CC=CC=C1)N1C=NC2=C(C1=O)C(=CS2)NC(C2=NC(=C(C(=C2)Cl)O)Cl)=O N-(3-benzyl-4-oxo-3,4-dihydrothieno[2,3-d]pyrimidin-5-yl)-4,6-dichloro-5-hydroxypicolinamide